7-chloro-5-methyl-[1,2,4]triazolo[1,5-a]pyrimidine ClC1=CC(=NC=2N1N=CN2)C